(6,7-dimethoxyquinolin-4-yloxy)pyridin-2-amine COC=1C=C2C(=CC=NC2=CC1OC)OC=1C(=NC=CC1)N